5-(2-chlorophenoxy)-3-((4-(methylamino)benzyl)amino)-4H-benzo[e][1,2,4]thiadiazine 1,1-dioxide ClC1=C(OC2=CC=CC3=C2NC(=NS3(=O)=O)NCC3=CC=C(C=C3)NC)C=CC=C1